1-(4-((8-((4-((7-fluoro-1-methyl-1H-benzo[d][1,2,3]triazol-5-yl)oxy)-3-methylphenyl)amino)pyrimido[5,4-d]pyrimidin-2-yl)oxy)piperidin-1-yl)prop-2-en-1-one FC1=CC(=CC2=C1N(N=N2)C)OC2=C(C=C(C=C2)NC2=NC=NC1=C2N=C(N=C1)OC1CCN(CC1)C(C=C)=O)C